(E)-2-((R)-1-((S)-1-(2-fluorophenyl)-2-methoxy-2-oxoethyl)-4-(methylthio)piperidin-3-ylidene)acetic acid FC1=C(C=CC=C1)[C@@H](C(=O)OC)N1C/C(/[C@@H](CC1)SC)=C\C(=O)O